NC1=NC=C(C2=C1C(=C(N2C)C2=CC=C(C=C2)NC(C=C)=O)C2=CC(=C(C=C2)N2CCCC2)OC)C#N N-(4-(4-amino-7-cyano-3-(3-methoxy-4-(pyrrolidin-1-yl)phenyl)-1-methyl-1H-pyrrolo[3,2-c]pyridin-2-yl)phenyl)acrylamide